2-methyl-4,5-dihydro-1,3-oxazine CC=1OCCCN1